OCCC1CCN(CC1)CC(=O)N1CCN(CC1)C(CN1CCC(CC1)CCO)=O 2-[4-(2-hydroxyethyl)-1-piperidyl]-1-[4-[2-[4-(2-hydroxyethyl)-1-piperidyl]acetyl]piperazin-1-yl]ethan-1-one